potassium 4-amino-3-chloro-6-[1-(2,2-dimethylpropionyl)-7-fluoro-1H-indol-6-yl]-5-fluoropyridine-2-carboxylate NC1=C(C(=NC(=C1F)C1=CC=C2C=CN(C2=C1F)C(C(C)(C)C)=O)C(=O)[O-])Cl.[K+]